10-butoxyanthracene C(CCC)OC1=C2C=CC=CC2=CC2=CC=CC=C12